8-azaspiro[bicyclo[3.2.1]octane-3,1'-cyclobutane]-3'-ylcarbamate C12(CC(C1)NC([O-])=O)CC1CCC(C2)N1